2,2'-methylenebis(6-tertiarybutyl-p-cresol) C(C1=CC(=CC(=C1O)C(C)(C)C)C)C1=CC(=CC(=C1O)C(C)(C)C)C